(R)-1-(2-methylpiperidin-1-yl)-2-(4-phenyl-3,4-dihydroquinoxalin-1(2H)-yl)ethan-1-one C[C@H]1N(CCCC1)C(CN1CCN(C2=CC=CC=C12)C1=CC=CC=C1)=O